rel-(S)-3-fluoro-2-hydroxy-5-(2-(4-(pyrrolidin-1-yl)phenyl)thiomorpholine-4-carbonyl)benzaldehyde FC=1C(=C(C=O)C=C(C1)C(=O)N1C[C@@H](SCC1)C1=CC=C(C=C1)N1CCCC1)O |o1:13|